C(C)(C)(C)OC(=O)N1C=C(C2=CC=C(C=C12)OC)CC(C)N1CCCCC1 6-methoxy-3-(2-(piperidin-1-yl)propyl)-1H-indole-1-carboxylic acid tert-butyl ester